4-Amino-5-(4-chloro-3-fluoro-5-methoxyphenyl)-2-{8-[(2-fluorophenyl)methyl]imidazo[1,2-a]pyrazin-6-yl}-5-methyl-5,7-dihydro-6H-pyrrolo[2,3-d]pyrimidin-6-one NC=1C2=C(N=C(N1)C=1N=C(C=3N(C1)C=CN3)CC3=C(C=CC=C3)F)NC(C2(C)C2=CC(=C(C(=C2)OC)Cl)F)=O